3-[3-Methyl-2-oxo-4-(piperidin-4-yl)-1,3-benzodiazol-1-yl]piperidine-2,6-dione hydrochloride Cl.CN1C(N(C2=C1C(=CC=C2)C2CCNCC2)C2C(NC(CC2)=O)=O)=O